BrC=1C(=C(\C=N\[S@](=O)C(C)(C)C)C=C(C1)Cl)F (R,E)-N-(3-bromo-5-chloro-2-fluorobenzylidene)-2-methylpropane-2-sulfinamide